(3-(pyridin-2-ylmethyl)-1,2,3-oxadiazol-3-ium-5-yl)amide N1=C(C=CC=C1)C[N+]1=NOC(=C1)[NH-]